C1(=CC=CC=C1)N(C1=CC(=C2C=CC=3C(=CC(=C4C=CC1=C2C34)C3CCCCC3)N(C3=CC=C(C=C3)C3(C4=CC=CC=C4C=4C=CC=CC34)C3=CC=CC=C3)C3=CC=CC=C3)C3CCCCC3)C3=CC=C(C=C3)C3(C4=CC=CC=C4C=4C=CC=CC34)C3=CC=CC=C3 N,N'-diphenyl-N,N'-bis[4-(9-phenyl-9H-fluoren-9-yl)phenyl]-3,8-dicyclohexylpyrene-1,6-diamine